dihydroxypyrimidine-2-d OC1=CC(=NC(=N1)[2H])O